ClC1=CC(=C(C=C1)C1CCC(=CC1)B1OC(C(O1)(C)C)(C)C)F 2-(4'-chloro-2'-fluoro-1,2,3,6-tetrahydro-[1,1'-biphenyl]-4-yl)-4,4,5,5-tetramethyl-1,3,2-dioxaborolane